methyl 2-((2-(3-((tert-butoxycarbonyl) amino) prop-1-yn-1-yl)-4-fluorophenyl) amino)-4-fluoro-5-(trifluoromethyl)-benzoate C(C)(C)(C)OC(=O)NCC#CC1=C(C=CC(=C1)F)NC1=C(C(=O)OC)C=C(C(=C1)F)C(F)(F)F